(S)-3-(8-amino-1-bromoimidazo[1,5-a]pyrazin-3-yl)pyrrolidine-1-carboxylic acid benzyl ester C(C1=CC=CC=C1)OC(=O)N1C[C@H](CC1)C1=NC(=C2N1C=CN=C2N)Br